4-[3-(3-methyl-1H-pyrrolo[2,3-b]pyridin-4-yl)-5-(prop-2-enoyl)-4,5,6,7-tetrahydropyrazolo[1,5-a]pyrazin-2-yl]benzonitrile CC1=CNC2=NC=CC(=C21)C=2C(=NN1C2CN(CC1)C(C=C)=O)C1=CC=C(C#N)C=C1